FC1=C(C=CC=2N=CSC21)NC2=NC=NC1=CC(=CC(=C21)O[C@@H](COC)C)N2N=CC(=C2)C(C)O 1-(1-(4-((7-fluorobenzo[d]thiazol-6-yl)amino)-5-(((R)-1-methoxypropan-2-yl)oxy)quinazolin-7-yl)-1H-pyrazol-4-yl)ethan-1-ol